6-(6-(1-cyclopropyl-1H-pyrazol-4-yl)imidazo[1,2-b]pyridazin-3-yl)-N-(4,4-difluoropyrrolidin-3-yl)pyridin-2-amine C1(CC1)N1N=CC(=C1)C=1C=CC=2N(N1)C(=CN2)C2=CC=CC(=N2)NC2CNCC2(F)F